1-(4-(difluoromethoxy)phenyl)-3-methyl-1H-pyrazol-5(4H)-one FC(OC1=CC=C(C=C1)N1N=C(CC1=O)C)F